FC1=C(C=CC(=C1)F)C1=NN2C(N=CC=C2)=C1C(=O)N[C@@H]1C(NC2=C(C(=N1)C1=CC=CC=C1)C=CC=C2)=O 2-(2,4-difluorophenyl)-N-[(3S)-2-oxo-5-phenyl-1,3-dihydro-1,4-benzodiazepin-3-yl]pyrazolo[1,5-a]pyrimidine-3-carboxamide